N-((S)-4-((3-(2-(Piperidin-3-ylamino)pyrimidin-4-yl)pyridin-2-yl)oxy)phenyl)2-chlorobenzenesulfonamide N1C[C@H](CCC1)NC1=NC=CC(=N1)C=1C(=NC=CC1)OC1=CC=C(C=C1)NS(=O)(=O)C1=C(C=CC=C1)Cl